(2S)-6-(2-bromo-2-methylpropanamido)-2-{[(tert-butoxy)carbonyl]amino}hexanoic acid BrC(C(=O)NCCCC[C@@H](C(=O)O)NC(=O)OC(C)(C)C)(C)C